N1CC(C1)NC(=O)C=1N=C2N(C=C(N=C2N2CCOCC2)N/N=C/C=2C=C(C=CC2)C)C1 N-(azetidin-3-yl)-8-morpholino-6-[(2E)-2-(m-tolylmethylene)hydrazino]imidazo[1,2-a]pyrazine-2-carboxamide